ClC(Cl)[SiH](C(Cl)Cl)C dichloromethyl-(methyldichloromethylsilane)